C(C)(=O)O[C@H]1C(O[C@@H]([C@@H]([C@@H]1N1N=NC(=C1)C1=CC(=CC=C1)F)OC(C)=O)COC(C)=O)NC(=O)C1=CC2=CC=CC=C2C=C1 (3R,4S,5R,6R)-2-(2-naphthamido)-6-(acetoxymethyl)-4-(4-(3-fluorophenyl)-1H-1,2,3-triazol-1-yl)tetrahydro-2H-pyran-3,5-diyl diacetate